C1CC(CCCC=CCC1)NC(=O)O.N1N=CC(=C1)N1N=CC=C1 (4,1)-bipyrazole cyclodecan-7-en-3-carbamate